FC(OC[C@H]1N(C[C@H](C1)OC1=CC=C(C=C1)C(F)(F)F)C1=CC=C(C(=O)N[C@@H](C/C=C/C(=O)OC)C2=CC=C(C=C2)S(=O)(=O)CC)C=C1)F methyl (S,E)-5-(4-((2S,4S)-2-((difluoromethoxy)methyl)-4-(4-(trifluoromethyl)phenoxy)pyrrolidin-1-yl)benzoylamino)-5-(4-(ethylsulfonyl)phenyl)pent-2-enoate